ClC1=NC=C(C(=N1)N[C@H](CO)C1=CC=CC=C1)C(=O)OCC Ethyl 2-chloro-4-{[(1S)-2-hydroxy-1-phenylethyl]amino}pyrimidine-5-carboxylate